NC1=CN(NC(=C1N1CCCCC1)C1=C(C=CC=C1)C)C1=CC(=CC=C1)O 4-amino-2-(3-hydroxyphenyl)-5-(piperidin-1-yl)-6-(o-tolyl)pyridazin